BrCCCCOC1=CC=C2CCC=NC2=C1 7-(4-bromobutoxy)-3,4-dihydroquinoline